(S)-2-(3-Chloro-6-oxo-5-(trifluoromethyl)pyridazin-1(6H)-yl)-4-methylpentanoic acid ClC1=NN(C(C(=C1)C(F)(F)F)=O)[C@H](C(=O)O)CC(C)C